(S)-N-(3-(5-(3-(aminooxy)prop-1-yn-1-yl)thiophen-2-yl)prop-2-yn-1-yl)-2-(4-(4-chlorophenyl)-2,3,9-trimethyl-6H-thieno[3,2-f][1,2,4]triazolo[4,3-a][1,4]diazepin-6-yl)acetamide NOCC#CC1=CC=C(S1)C#CCNC(C[C@H]1C=2N(C3=C(C(=N1)C1=CC=C(C=C1)Cl)C(=C(S3)C)C)C(=NN2)C)=O